3-[[2-(3-cyanophenyl)-1-(6-methoxy-1,3-benzothiazol-2-yl)ethyl]sulfamoyl]-N-(2-methoxyethyl)benzamide C(#N)C=1C=C(C=CC1)CC(C=1SC2=C(N1)C=CC(=C2)OC)NS(=O)(=O)C=2C=C(C(=O)NCCOC)C=CC2